BrCC1=CC=CC=C1 Monobromomethylbenzene